COC1=CC=C(N=N1)C1=NOC(=N1)C12CCC(CC1)CC2 4-[3-(6-methoxypyridazin-3-yl)-1,2,4-oxadiazol-5-yl]bicyclo[2.2.2]octan